(S)-4-(1-(3-((3-chlorophenyl)amino)-1-methyl-1H-indole-2-carboxamido)ethyl)benzoic acid ClC=1C=C(C=CC1)NC1=C(N(C2=CC=CC=C12)C)C(=O)N[C@@H](C)C1=CC=C(C(=O)O)C=C1